ethyl 1-{3-[(pyridin-3-yl)methoxy]pyridin-2-yl}-1H-pyrazole-4-carboxylate N1=CC(=CC=C1)COC=1C(=NC=CC1)N1N=CC(=C1)C(=O)OCC